(S)-5-ethyl-3-(trifluoromethyl)-7,8,9,10-tetrahydro-5H-pyrazino[1,2-a]pyrido[3,2-e]pyrazin-6(6aH)-one C(C)N1C([C@H]2N(C3=C1C=C(C=N3)C(F)(F)F)CCNC2)=O